[O-2].[Tl+].[Tl+] thallium oxide